2-(3,8-diazabicyclo[3.2.1]octan-3-yl)-5-chloro-7-(1H-pyrazol-1-yl)-4-(trifluoromethoxy)benzo[d]oxazoleN C12CN(CC(CC1)N2)N2OC1=C(C2)C(=C(C=C1N1N=CC=C1)Cl)OC(F)(F)F